3-(3-hydroxy-2,6-dimethylphenyl)-6-(2-methyl-6-morpholinopyridin-3-yl)-3,7-dihydro-4H-pyrrolo[2,3-d]pyrimidin-4-one OC=1C(=C(C(=CC1)C)N1C=NC2=C(C1=O)C=C(N2)C=2C(=NC(=CC2)N2CCOCC2)C)C